N-Benzoyl-pyrazole C(C1=CC=CC=C1)(=O)N1N=CC=C1